(S)-1-(5-cyano-4-((1-(3,4,5-trimethoxyphenyl)-1H-imidazol-4-yl)amino)-7H-pyrrolo[2,3-d]pyrimidin-2-yl)pyrrolidine-2-carboxamide C(#N)C1=CNC=2N=C(N=C(C21)NC=2N=CN(C2)C2=CC(=C(C(=C2)OC)OC)OC)N2[C@@H](CCC2)C(=O)N